CC12CO[B-](OC1)(OC2)C=2N=NN(C2)C.[Li+] lithium 4-methyl-1-(1-methyl-1H-1,2,3-triazol-4-yl)-2,6,7-trioxa-1-borabicyclo[2.2.2]octan-1-uide